C(#N)C=1C=C(C(=O)O)C=C(C1)C(F)(F)F 3-cyano-5-(trifluoromethyl)-benzoic acid